ClC1=C(C=C(C(=O)NC2=CC=C(C=C2)C2=NN(C(=C2C)C2CC2)C)C=C1)CN1CCS(CC1)(=O)=O 4-Chloro-N-[4-(5-cyclopropyl-1,4-dimethylpyrazol-3-yl)phenyl]-3-[(1,1-dioxo-1,4-thiazinan-4-yl)methyl]benzamide